C(=CC1=CC=CC=C1)C1=CC=C(C=C1)C1=CC=C(C=C1)C=CC1=CC=CC=C1.[Na].[Na] DISODIUM DISTYRYL-BIPHENYL